N-[(2S)-1-(4-{[5-(3,4-dimethyl-1,2-oxazol-5-yl)thiophen-2-yl]sulfonyl}piperazin-1-yl)propan-2-yl]-8-[(2S)-2-(trifluoromethyl)pyrrolidine-1-carbonyl]quinazolin-4-amine CC1=NOC(=C1C)C1=CC=C(S1)S(=O)(=O)N1CCN(CC1)C[C@H](C)NC1=NC=NC2=C(C=CC=C12)C(=O)N1[C@@H](CCC1)C(F)(F)F